methyl-2-pentanone CCC(CCC)=O